[10-(2-carbamimidoylethanimidamido)decyl]tris(4-methoxyphenyl)phosphonium bromide [Br-].C(N)(=N)CC(NCCCCCCCCCC[P+](C1=CC=C(C=C1)OC)(C1=CC=C(C=C1)OC)C1=CC=C(C=C1)OC)=N